2,2-bis(trifluoromethyl)propionic anhydride FC(C(C(=O)OC(C(C)(C(F)(F)F)C(F)(F)F)=O)(C)C(F)(F)F)(F)F